5-n-butyl-8-(4-trifluoromethylphenyl)-3H-[1,2,4]triazolo-[5,1-i]purine C(CCC)C=1N2C(C=3N=CNC3N1)=NC(=N2)C2=CC=C(C=C2)C(F)(F)F